6-(5-amino-3-methylpyridin-2-yl)-5-[4-(benzyloxy)-3-fluorophenyl]-7-methyl-5H-pyrrolo[3,2-d]pyrimidin-4-ol NC=1C=C(C(=NC1)C1=C(C=2N=CN=C(C2N1C1=CC(=C(C=C1)OCC1=CC=CC=C1)F)O)C)C